ClC1N(C(=C(C=N1)[N+](=O)[O-])Cl)C1=NC=C(C=C1)F 2,6-dichloro-N-(5-fluoropyridin-2-yl)-5-nitropyrimidine